(3S)-3-{4-[(3-methylbut-3-en-1-yl)oxy]phenyl}hex-4-ynoic acid CC(CCOC1=CC=C(C=C1)[C@H](CC(=O)O)C#CC)=C